FC1=C(C(=O)O)C(=CC=C1F)F 2,3,6-trifluoro-benzoic acid